ClC=1C=C(C=CC1F)C1=C(C=C2C(=NC(N3C2=C1SC[C@H](C3)OCCOC)=O)N3C[C@@H](N[C@@H](C3)C)C)C(F)(F)F (S)-11-(3-chloro-4-fluorophenyl)-8-((3S,5R)-3,5-dimethylpiperazin-1-yl)-3-(2-methoxyethoxy)-10-(trifluoromethyl)-3,4-dihydro-2H,6H-[1,4]thiazepino[2,3,4-ij]quinazolin-6-one